2-(2,6-dioxopiperidin-3-yl)-5-(5-((1-(4-(1-(4-hydroxyphenyl)-2-phenylbut-1-ene-1-yl)phenyl)piperidin-4-yl)methyl)-2,5-diazabicyclo[2.2.1]heptane-2-yl)isoindoline-1,3-dione O=C1NC(CCC1N1C(C2=CC=C(C=C2C1=O)N1C2CN(C(C1)C2)CC2CCN(CC2)C2=CC=C(C=C2)C(=C(CC)C2=CC=CC=C2)C2=CC=C(C=C2)O)=O)=O